iron (III) tetrakis(4-carboxyphenyl)porphyrin C(=O)(O)C1=CC=C(C=C1)C1=C2C=CC(C(=C3C=CC(=C(C=4C=CC(=C(C5=CC=C1N5)C5=CC=C(C=C5)C(=O)O)N4)C4=CC=C(C=C4)C(=O)O)N3)C3=CC=C(C=C3)C(=O)O)=N2.[Fe+3]